1,1,1,8,8,8-hexaphenyl-octa-3,5-diyne-2,7-diol C1(=CC=CC=C1)C(C(C#CC#CC(C(C1=CC=CC=C1)(C1=CC=CC=C1)C1=CC=CC=C1)O)O)(C1=CC=CC=C1)C1=CC=CC=C1